4-phenyl-1-tosyl-3,4-dihydropyridin-2(1H)-one C1(=CC=CC=C1)C1CC(N(C=C1)S(=O)(=O)C1=CC=C(C)C=C1)=O